dodecyl-dimethylcyanoammonium chloride [Cl-].C(CCCCCCCCCCC)[N+](C#N)(C)C